CC1=C(C=NC=C1)C=1C=CC2=C(NC(O2)=O)C1 5-(4-Methylpyridin-3-yl)benzo[d]oxazol-2(3H)-one